C(C)(C)[Si](OC1=C(C=CC=C1)Br)(C(C)C)C(C)C triisopropylsiloxybromobenzene